1-methyl-2-propenylmethyl carbonate C(OCC(C=C)C)([O-])=O